4,4'-methylenebis(2,6-di(neohexyl)cyclohexylamine) C(C1CC(C(C(C1)CCC(C)(C)C)N)CCC(C)(C)C)C1CC(C(C(C1)CCC(C)(C)C)N)CCC(C)(C)C